1-(4'-(isopropylthio)-[1,1'-biphenyl]-4-yl)ethan-1-one C(C)(C)SC1=CC=C(C=C1)C1=CC=C(C=C1)C(C)=O